1-(2-(3,6-diazabicyclo[3.1.1]heptan-3-yl)-7-(thiazol-2-yl)-4-(trifluoromethoxy)benzo[d]oxazol-5-yl)-2,2-difluoroethan-1-ol C12CN(CC(N1)C2)C=2OC1=C(N2)C(=C(C=C1C=1SC=CN1)C(C(F)F)O)OC(F)(F)F